(4,4-dimethyl-4,5-dihydrooxazol-2-yl)-quinazoline-4,6-diamine CC1(N=C(OC1)C1=NC2=CC=C(C=C2C(=N1)N)N)C